7-((1-Acetylpiperidin-4-yl)methoxy)-5-fluoro-2-(((tetrahydro-2H-pyran-4-yl)thio)methyl)quinazolin-4(3H)-one C(C)(=O)N1CCC(CC1)COC1=CC(=C2C(NC(=NC2=C1)CSC1CCOCC1)=O)F